tert-butyl N-[2-[tert-butyl(dimethyl)silyl]oxypent-4-ynyl]carbamate [Si](C)(C)(C(C)(C)C)OC(CNC(OC(C)(C)C)=O)CC#C